Cl.FC1=CC=C(OC=2C=C(C=CC2)NC(=O)[C@@H]2CNC[C@H]2C2=CC=CC=C2)C=C1 |r| (±)-trans-N-[3-(4-Fluorophenoxy)phenyl]-4-phenyl-pyrrolidine-3-carboxamide hydrochloride